3-[(3-chlorobenzyl)sulfanyl]-5-methyl-[1,2,4]triazol ClC=1C=C(CSC2=NNC(=N2)C)C=CC1